C(CCCCCCCCC)N(CCCCCCCCCC)C=1C=CC=2N(C3=CC=C(C=C3SC2C1)OC)C(=O)OC(C)(C)C tert-Butyl 3-(N,N-Didecylamino)-7-methoxy-10H-phenothiazin-10-carboxylate